tert-butyl 3-(1-methoxy-1-oxopropan-2-yl)-1H-indole-1-carboxylate COC(C(C)C1=CN(C2=CC=CC=C12)C(=O)OC(C)(C)C)=O